Cyclohexylacrylat C1(CCCCC1)OC(C=C)=O